CN(N\1C(C2=CC=C(C=C2/C1=C/C1=CC=C(C=C1)C(F)(F)F)C(F)(F)F)=O)C1=NC=CC=C1 (Z)-2-(methyl-[2-pyridinyl]amino)-5-(trifluoromethyl)-3-[4-(trifluoromethyl)benzylidene]isoindolin-1-one